FC1=C(C(=O)N2CC(N(CC2)C2=NC=C(C#N)C=C2)C)C=C(C=C1)CC1=NNC(C2=CC=C(C=C12)C#CC)=O 6-(4-(2-Fluoro-5-((4-oxo-7-(prop-1-yn-1-yl)-3,4-dihydrophthalazin-1-yl)methyl)benzoyl)-2-methylpiperazin-1-yl)nicotinonitrile